Cl.COC(=O)[C@@H]1CC[C@@H](CC1)N Cis-4-aminocyclohexylcarboxylic acid methyl ester hydrochloride